copper-nickel-manganese-iron [Fe].[Mn].[Ni].[Cu]